6-(7-fluoro-1-tetrahydropyran-2-yl-indazol-6-yl)-1,3,5-triazine-2,4-diamine FC=1C(=CC=C2C=NN(C12)C1OCCCC1)C1=NC(=NC(=N1)N)N